BrC=1C=C(C2=C(N(N=N2)[C@H](C)C2=C(C=C(C=C2)Cl)Cl)C1)OC(F)F (R)-6-bromo-1-(1-(2,4-dichlorophenyl)ethyl)-4-(difluoromethoxy)-1H-benzo[d][1,2,3]triazole